4-((3-chloro-2-fluorophenyl)amino)-6-nitroquinazolin-7-yl trifluoromethanesulfonate FC(S(=O)(=O)OC1=C(C=C2C(=NC=NC2=C1)NC1=C(C(=CC=C1)Cl)F)[N+](=O)[O-])(F)F